N-(3-((6-(6-chloropyridin-3-yl)quinazolin-4-yl)oxy)phenyl)acrylamide ClC1=CC=C(C=N1)C=1C=C2C(=NC=NC2=CC1)OC=1C=C(C=CC1)NC(C=C)=O